C12NCCC(C1)C2 2-aza-bicyclo[3.1.1]heptane